cyanonaphthyl-indenone C(#N)C1=C(C(C2=CC=CC=C12)=O)C1=CC=CC2=CC=CC=C12